CN1C=C(C=C(C1=O)C)C=1C=CC(=NC1CC)N1CC2N(CCN(C2)C(=O)OC(C)(C)C)CC1 tert-butyl 8-[5-(1,5-dimethyl-6-oxo-3-pyridyl)-6-ethyl-2-pyridyl]-3,4,6,7,9,9a-hexahydro-1H-pyrazino[1,2-a]pyrazine-2-carboxylate